6-isopropoxy-N-(6-methylpyrazolo[1,5-a]pyrimidin-3-yl)-2-((tetrahydrofuran-3-yl)methyl)-2H-pyrazolo[3,4-b]pyridine-5-carboxamide C(C)(C)OC=1C(=CC=2C(N1)=NN(C2)CC2COCC2)C(=O)NC=2C=NN1C2N=CC(=C1)C